C(#N)C=1SC=CC1NC(C)=O N-(2-cyanothiophene-3-yl)acetamide